3-[2-(1,4-Diazepan-1-yl)pyrimidin-5-yl]-5-[(1R)-1-(3,5-dichloro-4-pyridyl)ethoxy]-1H-indazole trifluoroacetic acid salt FC(C(=O)O)(F)F.N1(CCNCCC1)C1=NC=C(C=N1)C1=NNC2=CC=C(C=C12)O[C@H](C)C1=C(C=NC=C1Cl)Cl